tricyclo[5.2.1.02,6]decanedithiol C12(C3(CCCC3C(CC1)C2)S)S